C[C@@H]1O[C@@H](CN(C1)C1=CC=CC(=N1)C1=NC2=CC(=NC=C2C=C1)CNC(=O)C1=CC=C2CCN(C2=C1)S(=O)(=O)CC)C N-((2-(6-((cis)-2,6-dimethylmorpholino)pyridin-2-yl)-1,6-naphthyridin-7-yl)methyl)-1-(ethylsulfonyl)indoline-6-carboxamide